C(C)O/C=C/C(=O)OCC (E)-ethyl 3-ethoxyacrylate